5-chloro-N-[1-(2,2-difluoroethyl)indazol-4-yl]-4-ethoxy-7H-pyrrolo[2,3-d]pyrimidin-2-amine ClC1=CNC=2N=C(N=C(C21)OCC)NC2=C1C=NN(C1=CC=C2)CC(F)F